1-(4Z,7Z,10Z,13Z,16Z,19Z-docosahexaenoyl)-2-(5Z,8Z,11Z,14Z,17Z-eicosapentaenoyl)-glycero-3-phosphoserine CC/C=C\C/C=C\C/C=C\C/C=C\C/C=C\CCCC(=O)O[C@H](COC(=O)CC/C=C\C/C=C\C/C=C\C/C=C\C/C=C\C/C=C\CC)COP(=O)(O)OC[C@@H](C(=O)O)N